(3R)-N-methyl-1-(3-pyrimidin-5-yl-1H-pyrrolo[2,3-b]pyridin-4-yl)piperidin-3-amine CN[C@H]1CN(CCC1)C1=C2C(=NC=C1)NC=C2C=2C=NC=NC2